Ethyl 2-(4-((3-(4-fluorophenyl)-2,5-dioxoimidazolin-1-yl)methyl)-2,6-dimethylphenoxy)-2-methylpropionate FC1=CC=C(C=C1)N1C(N(C(C1)=O)CC1=CC(=C(OC(C(=O)OCC)(C)C)C(=C1)C)C)=O